C(C)(C)(C)OC(=O)NCCOCC=1N=NN(C1)CCCC(=O)OC methyl 4-(4-((2-((tert-butoxycarbonyl)amino)ethoxy)methyl)-1H-1,2,3-triazol-1-yl)butanoate